O=C(C(=O)NC=1C2=C(C=NC1)C=NN2C2OCCCC2)N2[C@H](CC[C@@H](C2)C)C=2C=CC1=C(N=C(S1)[C@H]1CC(N(CC1)C)(C)C)C2 2-oxo-2-[(2R,5S)-5-methyl-2-[2-[(4R)-1,2,2-trimethyl-4-piperidyl]-1,3-benzothiazol-5-yl]-1-piperidyl]-N-(1-tetrahydropyran-2-ylpyrazolo[4,3-c]pyridin-7-yl)acetamide